CC1=NN(C(S1)C1=CC=CC=C1)C(=O)N methyl-2-phenyl-1,3,4-thiadiazole-3-carboxamide